C(C)(C)(C)N1N=C(C=C1NC=1C=CC2=C(CN(S2(=O)=O)CC2=CC=C(C=C2)OC)C1F)[C@@H]1C[C@@H](CC1)O cis-5-((1-(tert-butyl)-3-(3-hydroxycyclopentyl)-1H-pyrazol-5-yl)amino)-4-fluoro-2-(4-methoxybenzyl)-2,3-dihydrobenzo[d]isothiazole 1,1-dioxide